NC[C@H](C(C)(C)S(=O)(=O)C1(CC1)CN1C(C2=C(CC1)C(=NN2C)C(=O)NCC2=CC=C(C=C2)Cl)=O)O |o1:2| (R)- or (S)-6-((1-((4-Amino-3-hydroxy-2-methylbutan-2-yl)sulfonyl)cyclopropyl)methyl)-N-(4-chlorobenzyl)-1-methyl-7-oxo-4,5,6,7-tetrahydro-1H-pyrazolo[3,4-c]pyridine-3-carboxamide